[Si](C)(C)(C)NCC1=CC=CC=C1 N-TMSbenzylamine